(±)-isopropyl (2S,3R,6R)-2-(4-acetamidophenethyl)-3,6-dimethyl-5-methylene-4-oxotetrahydro-2H-pyran-3-carboxylate C(C)(=O)NC1=CC=C(CC[C@@H]2O[C@@H](C(C([C@@]2(C(=O)OC(C)C)C)=O)=C)C)C=C1 |r|